dimethyl 3-aminobenzene-1,2-dicarboxylate NC1=C(C(=CC=C1)C(=O)OC)C(=O)OC